5-(Hydroxymethyl)-2-[6-(1-hydroxypropyl)-1,3,4,5a,8-pentaaza-3H-as-indacen-3-yl]tetrahydrofuran-3,4-diol OCC1C(C(C(O1)N1C=NC=2C3=NC=C(N3C=NC12)C(CC)O)O)O